2-methyl-N-[(1S)-1-[3-[2-(methoxymethyl)-4-pyridyl]-1,2,4-thiadiazol-5-yl]ethyl]-5-(trifluoromethyl)pyrazole-3-carboxamide CN1N=C(C=C1C(=O)N[C@@H](C)C1=NC(=NS1)C1=CC(=NC=C1)COC)C(F)(F)F